methyl 4-[3-[2,6-dichloro-4-(2-methyltriazolo[4,5-b]pyridin-7-yl)benzoyl]-2,4-dihydro-1,3-benzoxazine-8-yl]-5-fluoro-2-(3-oxa-8-azabicyclo[3.2.1]octan-8-yl)benzoate ClC1=C(C(=O)N2COC3=C(C2)C=CC=C3C3=CC(=C(C(=O)OC)C=C3F)N3C2COCC3CC2)C(=CC(=C1)C=1C=2C(N=CC1)=NN(N2)C)Cl